O[C@H](C)C1CN(CCO1)C1=CC=C(N=N1)C1=C(C=C(C=C1C)C)O 2-[6-[2-[(1R)-1-hydroxyethyl]morpholin-4-yl]pyridazin-3-yl]-3,5-dimethylphenol